dibutyl-tin di-R-laurate C(CCCCCCCCCCC)(=O)[O-].C(CCCCCCCCCCC)(=O)[O-].C(CCC)[Sn+2]CCCC